NC1=CC(N(C=C1C=1C=NN(C1)CC1=CC=CC=C1)C)=O 4-amino-5-(1-benzyl-1H-pyrazol-4-yl)-1-methylpyridin-2(1H)-one